N1=CN=CC(=C1)NC(=O)[C@@H]1CC12CCN(CC2)C(=O)[O-] (R)-1-(pyrimidin-5-ylcarbamoyl)-6-azaspiro[2.5]octan-6-carboxylat